(1-((2-Chloro-6-(trifluoromethyl)pyridin-3-yl)methyl)-1H-pyrazol-4-yl)methanamine ClC1=NC(=CC=C1CN1N=CC(=C1)CN)C(F)(F)F